C(=C)N1CN(C=C1)CCCC vinyl-3-butyl-1H-imidazol